5-(furan-2-oxy)furan-2-carboxylic acid O1C(=CC=C1)OC1=CC=C(O1)C(=O)O